5-chloro-2-(difluoromethoxy)-3-[5-(2,3-difluorophenyl)-4-methyl-1,2,4-triazol-3-yl]pyridine ClC=1C=C(C(=NC1)OC(F)F)C1=NN=C(N1C)C1=C(C(=CC=C1)F)F